OC=1C(=CC(=C2C=CC=NC12)[N+](=O)[O-])C(NC=O)C1=CC=C(C=C1)OC N-[(8-hydroxy-5-nitroquinolin-7-yl)(4-methoxyphenyl)methyl]formamide